methyl 4-(((methylsulfonyl)oxy)methyl)picolinate CS(=O)(=O)OCC1=CC(=NC=C1)C(=O)OC